3-((4-(4-methylpiperidin-4-yl)phenyl)amino)-5-(3-(3-(oxetan-3-yl)-2-oxoimidazolin-1-yl)piperidin-1-yl)pyrazin-2-carboxamide CC1(CCNCC1)C1=CC=C(C=C1)NC=1C(=NC=C(N1)N1CC(CCC1)N1C(N(CC1)C1COC1)=O)C(=O)N